[C@H]12CN(C[C@H](CC1)N2)C=2C1=C(N=C(N2)OC[C@]23CCCN3C[C@@H](C2)F)C(=C(N=C1C1=CC=CC2=CC=CC(=C12)Cl)Cl)F 4-((1R,5s)-3,8-diazabicyclo[3.2.1]oct-3-yl)-7-chloro-5-(8-chloronaphthalen-1-yl)-8-fluoro-2-(((2r,7as)-2-fluorohexahydro-1H-pyrrolizin-7a-yl)methoxy)pyrido[4,3-d]pyrimidine